1,1'-Divinylferrocene C(=C)[C-]1C=CC=C1.[C-]1(C=CC=C1)C=C.[Fe+2]